2-{6-[(2,3-dihydroxypropyl)sulfanyl]-4-{3-[(4-methyl-1,2,4-triazol-3-yl)methyl]oxetan-3-yl}pyridin-2-yl}-6-{[(3S)-3-methylpiperidin-1-yl]methyl}-4-(trifluoromethyl)-3H-isoindol-1-one OC(CSC1=CC(=CC(=N1)N1C(C2=CC(=CC(=C2C1)C(F)(F)F)CN1C[C@H](CCC1)C)=O)C1(COC1)CC1=NN=CN1C)CO